1-(2,5-dimethoxy-4-methylphenyl)-2-aminoethane COC1=C(C=C(C(=C1)C)OC)CCN